Ethyl 2-methyl-5-(N-((cis)-3-(3-(trifluoromethyl)phenyl)cyclobutyl)sulfamoyl)-1H-pyrrole-3-carboxylate CC=1NC(=CC1C(=O)OCC)S(N[C@@H]1C[C@@H](C1)C1=CC(=CC=C1)C(F)(F)F)(=O)=O